2-((2-chloro-2'-fluoro-[1,1'-biphenyl]-3-yl)methoxy)-6-(2-hydroxyethyl)-5,6,7,8-tetrahydro-1,6-naphthyridine 6-oxide ClC1=C(C=CC=C1COC1=NC=2CC[N+](CC2C=C1)(CCO)[O-])C1=C(C=CC=C1)F